OC=1C=C2[C@@H]3COC=4C(=C(C=CC4[C@@H]3OC2=C(C1OC)OC)OC)OC 8-hydroxy-3,4,9,10-tetramethoxy-pterocarpan